CN1N=CC(=C1)C=1N=C(C=2N(C1)N=CN2)CN2N=NC(=C2)C(=O)N (1-(6-(1-methyl-1H-pyrazol-4-yl)-[1,2,4]triazolo[1,5-a]pyrazin-8-yl)methyl)-1H-1,2,3-triazole-4-carboxamide